5-bromo-2-methoxy-1-methyl-1H-imidazole BrC1=CN=C(N1C)OC